1-(3-pyridyl)-2-(N-(2-(3,4-dichlorophenyl)ethyl)-N-propylamino)ethanol N1=CC(=CC=C1)C(CN(CCC)CCC1=CC(=C(C=C1)Cl)Cl)O